N,2,3-trimethylbutanamide CNC(C(C(C)C)C)=O